FC(C=1N=C(NC1)C=1SC(=CN1)C=O)(F)F 2-(4-(trifluoromethyl)-1H-imidazol-2-yl)thiazole-5-carbaldehyde